(S)-1,1,1-trifluoro-2-((R)-7-((1r,4R)-4-(methoxymethoxy)-4-methylcyclohexyl)-4-methyl-5,7-dihydro-4H-isoxazolo[5,4-e]indazol-3-yl)propane FC([C@@H](C)C1=NOC=2C3=CN(N=C3C[C@H](C21)C)C2CCC(CC2)(C)OCOC)(F)F